3-(AZETIDIN-3-YL)-2-HYDROXY-5-METHYLBENZALDEHYDE N1CC(C1)C=1C(=C(C=O)C=C(C1)C)O